BrC1=CC(=C(C(=O)O)C=C1)F p-bromo-o-fluorobenzoic acid